ClC1=C(N=NC=C1C(F)(F)F)N[C@H]1CNCCC1 chloro-N-[(3R)-3-piperidinyl]-5-(trifluoromethyl)pyridazin-3-amine